6-(azetidin-3-yl)-N-(3,4-dichloro-2-fluoro-phenyl)-7-methoxy-pyrido[3,2-d]pyrimidin-4-amine N1CC(C1)C=1C(=CC=2N=CN=C(C2N1)NC1=C(C(=C(C=C1)Cl)Cl)F)OC